(S)-2-(4-methoxybenzyl)-6-methyl-2,5,6,7-tetrahydro-4H-indazol-4-one COC1=CC=C(CN2N=C3C[C@@H](CC(C3=C2)=O)C)C=C1